N1=COC(C2=C1C=CC=C2)=O benzo[1,2-d][1,3]oxazin-4-one